(2-benzothiazolyl)-4,6-dibromophenol S1C(=NC2=C1C=CC=C2)C2=C(C(=CC(=C2)Br)Br)O